(S)-4-(7-bromo-8-fluoro-2-((1-methylpyrrolidin-2-yl)methoxy)-6-vinylquinazolin-4-yl)piperazine-1-carboxylic acid tert-butyl ester C(C)(C)(C)OC(=O)N1CCN(CC1)C1=NC(=NC2=C(C(=C(C=C12)C=C)Br)F)OC[C@H]1N(CCC1)C